8-bromo-1-methyl-4-[4-methyl-4-(5-methyl-1,3-benzoxazol-2-yl)piperidin-1-yl]-2-oxo-1,2-dihydroquinoline-3-carbonitrile BrC=1C=CC=C2C(=C(C(N(C12)C)=O)C#N)N1CCC(CC1)(C=1OC2=C(N1)C=C(C=C2)C)C